N1N=CN=C1N 1,2,4-triazol-5-amine